1-[2-(aminooxy)ethyl]-thymine NOCCN1C(=O)NC(=O)C(C)=C1